COC(C1=CC(=NC=C1C=1OC2=C(N1)C=CC=C2Cl)Cl)=O 2-chloro-5-(7-chlorobenzo[d]oxazol-2-yl)isonicotinic acid methyl ester